C(N)(=N)C=1C=C(SC1)CNC(=O)[C@H]1N(C[C@@H](C1)S(=O)(=O)C)C(CNC(C1=CC=C(C=C1)OC1=CC=CC=C1)=O)=O (2S,4R)-N-((4-carbamimidoylthiophen-2-yl)methyl)-4-(methylsulfonyl)-1-((4-phenoxybenzoyl)glycyl)pyrrolidine-2-carboxamide